CN1C(CCC1)C=1N=C2N(C=CN=C2)C1 2-(1-methylpyrrolidin-2-yl)imidazo[1,2-a]pyrazine